3-methyl-2-(quinolin-5-ylmethyl)butanamide formate C(=O)O.CC(C(C(=O)N)CC1=C2C=CC=NC2=CC=C1)C